iodo-[3-(trifluoromethyl)-1-bicyclo[1.1.1]pentanyl]zinc I[Zn]C12CC(C1)(C2)C(F)(F)F